2-fluoro-4-(methylthio)benzaldehyde FC1=C(C=O)C=CC(=C1)SC